CCCCCCCCCC/C=C\CCCCCCCCCC(=O)O[C@H](COC(=O)CCCC/C=C\C/C=C\C/C=C\C/C=C\CC)COP(=O)(O)OC[C@H](CO)O 1-(6Z,9Z,12Z,15Z-octadecatetraenoyl)-2-(11Z-docosenoyl)-glycero-3-phospho-(1'-sn-glycerol)